2-[2-(1-pyrrolidinyl)propoxy]propyl-N-methyl-N-propyl-amine N1(CCCC1)C(COC(CN(CCC)C)C)C